NC1=C(C=2C(=NC(=C(C2)C)C)N1C1=C2C=NN(C2=C(C=C1C)F)C1OCCCC1)C#N 2-amino-1-(7-fluoro-5-methyl-1-(tetrahydro-2H-pyran-2-yl)-1H-indazol-4-yl)-5,6-dimethyl-1H-pyrrolo[2,3-b]pyridine-3-carbonitrile